2-((tert-Butyldimethylsilanyloxy)ethoxy)2-isopropylpyridin-3-amine [Si](C)(C)(C(C)(C)C)OCCOC1(NC=CC=C1N)C(C)C